6-(2-amino-5-(4-((1R,5S)-3-ethyl-3-azabicyclo[3.1.0]hexan-1-yl)phenyl)-6-fluoropyridin-3-yl)-3,4-dihydroisoquinolin NC1=NC(=C(C=C1C=1C=C2CCN=CC2=CC1)C1=CC=C(C=C1)[C@@]12CN(C[C@H]2C1)CC)F